N-(3-chlorobenzyl)-1-(((3S)-1-((3-cyano-1-azetidinyl)sulfonyl)-3-piperidinyl)carbonyl)-D-prolinamide ClC=1C=C(CNC([C@@H]2N(CCC2)C(=O)[C@@H]2CN(CCC2)S(=O)(=O)N2CC(C2)C#N)=O)C=CC1